CC(C(=O)NC(C(=O)O)CCCCCCCC1=NC=2NCCCC2C=C1)(C)C1=CC=CC=C1 2-(2-methyl-2-phenylpropionamido)-9-(5,6,7,8-tetrahydro-1,8-naphthyridin-2-yl)nonanoic acid